C(#N)C1=CN(C(C2=CC(=CC=C12)N1C=NC(=C1)C1CC1)=O)C1=NC(=CC=C1)C1=NN=CN1C(C)C 4-cyano-7-(4-cyclopropyl-1H-imidazol-1-yl)-2-(6-(4-isopropyl-4H-1,2,4-triazol-3-yl)pyridin-2-yl)isoquinolin-1(2H)-one